2-hydroxy-5-(4-(6-(pyrrolidin-1-yl)pyridin-3-yl)piperazine-1-carbonyl)benzaldehyde OC1=C(C=O)C=C(C=C1)C(=O)N1CCN(CC1)C=1C=NC(=CC1)N1CCCC1